bisbenzyl ketone C(C1=CC=CC=C1)C(=O)CC1=CC=CC=C1